(1R)-1-(3-chloropyrazin-2-yl)ethanol ClC=1C(=NC=CN1)[C@@H](C)O